ClC=1C(=NC(=NC1)N[C@@H]1C[C@H](CC1)NC(OC(C)(C)C)=O)C1=NC=2N(C=C1)N=CC2 tert-butyl ((1S,3S)-3-((5-chloro-4-(pyrazolo[1,5-a]pyrimidin-5-yl)pyrimidin-2-yl)amino)cyclopentyl)carbamate